tert-butyl (S)-2-((tert-butoxycarbonyl)amino)-4-oxobutanoate C(C)(C)(C)OC(=O)N[C@H](C(=O)OC(C)(C)C)CC=O